N1=C(C=CC=C1)N1N=CC=C1C=O (1-(pyridin-2-yl)-1H-pyrazol-5-yl)methanone